IC1=C2CN(C(C2=CC=C1)=O)C1C(NC(CC1)=O)=O 3-(4-iodo-1-oxo-3H-isoindol-2-yl)piperidine-2,6-dione